C(CCCCCCCCC)C1(C=2C=C(C=CC2C2=C1C=CC1=NSN=C12)C1=CC=CC2=NSN=C21)CCCCCCCCCC (6,6-didecyl-6H-fluoreno[3,4-c][1,2,5]thiadiazol-8-yl)-2,1,3-benzothiadiazole